ClC1=NC(=C2C(=N1)N(N=C2)[C@@H]2O[C@@H](C([C@H]2O)=C)CO)N2CC1C(C2)CC(C1)(F)F (2R,3R,5S)-2-(6-chloro-4-(5,5-difluorohexahydrocyclopenta[c]pyrrol-2(1H)-yl)-1H-pyrazolo[3,4-d]pyrimidin-1-yl)-5-(hydroxymethyl)-4-methylenetetrahydrofuran-3-ol